5-[4-amino-5-(trifluoromethyl)pyrrolo[2,1-f][1,2,4]triazin-7-yl]-N-[(3R,4S)-4-fluoro-1-(5-fluoro-2-methylpyridine-4-carbonyl)pyrrolidin-3-yl]-2-methylbenzamide NC1=NC=NN2C1=C(C=C2C=2C=CC(=C(C(=O)N[C@@H]1CN(C[C@@H]1F)C(=O)C1=CC(=NC=C1F)C)C2)C)C(F)(F)F